FC(C(=O)O)(F)F.CN1C(N(CC1)[C@H]1CN(CCC1)C=1C=C(C(=NC1)C(=O)N)NC1=NN2C(CNCC2)=C1)=O 5-[(3R)-3-(3-methyl-2-oxoimidazolidin-1-yl)piperidin-1-yl]-3-{4H,5H,6H,7H-pyrazolo[1,5-a]pyrazin-2-ylamino}pyridine-2-carboxamide trifluoroacetate